N(=C=O)C1=C2CCCC2=CC=2CCCC12 4-isocyanato-1,2,3,5,6,7-hexahydro-s-indacen